5-[(2R,6S)-2-methyl-6-[[3-(3-piperazin-1-ylphenyl)pyrrolidin-1-yl]methyl]morpholin-4-yl]quinoline-8-carbonitrile C[C@@H]1CN(C[C@@H](O1)CN1CC(CC1)C1=CC(=CC=C1)N1CCNCC1)C1=C2C=CC=NC2=C(C=C1)C#N